Cl.CC1=C(C=CC=C1OC([2H])([2H])[2H])[C@H]1NCCC1C1CCS(CC1)(=O)=O 4-[(2S)-2-[2-Methyl-3-(trideuteriomethoxy)phenyl]pyrrolidin-3-yl]thiane 1,1-dioxide hydrochloride